S(=O)(=O)(O)O.N1C(=NC2=C1C=CC=C2)N 1H-benzo[d]imidazol-2-amine sulphate